2-(2-Ethyl-4-((4-((1-ethyl-1H-benzo[d]imidazol-2-yl)methyl)-3-methoxyphenoxy)methyl)phenoxy)acetic acid C(C)C1=C(OCC(=O)O)C=CC(=C1)COC1=CC(=C(C=C1)CC1=NC2=C(N1CC)C=CC=C2)OC